Ethyl 1-(cyclopropylmethyl)-3-(5-methylpyridin-2-yl)-2,4-dioxo-1,2,3,4-tetrahydropyrimidine-5-carboxylate C1(CC1)CN1C(N(C(C(=C1)C(=O)OCC)=O)C1=NC=C(C=C1)C)=O